C(#C)C=1C=NC=CC1C=O 3-ETHYNYL-PYRIDINE-4-CARBALDEHYDE